N-(1-(5-(3-cyano-6-ethoxypyrazolo[1,5-a]pyridin-4-yl)pyridin-2-yl)-4-((dimethylamino)methyl)piperidin-4-yl)-3-fluoropicolinamide C(#N)C=1C=NN2C1C(=CC(=C2)OCC)C=2C=CC(=NC2)N2CCC(CC2)(CN(C)C)NC(C2=NC=CC=C2F)=O